5-({[4-(2,6-Dimethoxyphenyl)-5-(5-methylfuran-2-yl)-4H-1,2,4-triazol-3-yl]sulfanyl}methyl)pyrazolo[1,5-a]pyrimidin-7(4H)-one COC1=C(C(=CC=C1)OC)N1C(=NN=C1C=1OC(=CC1)C)SCC=1NC=2N(C(C1)=O)N=CC2